5,7-dichloro-2-(2,2,2-trifluoroethyl)benzoxazole ClC=1C=C(C2=C(N=C(O2)CC(F)(F)F)C1)Cl